5-(cyanomethylamino)-6-(1-methylbenzimidazol-4-yl)-3-(4-morpholinoanilino)pyrazine-2-carboxamide C(#N)CNC=1N=C(C(=NC1C1=CC=CC=2N(C=NC21)C)C(=O)N)NC2=CC=C(C=C2)N2CCOCC2